4-bromo-1,3-difluoro-2-methoxybenzene BrC1=C(C(=C(C=C1)F)OC)F